FC=1C=CC(=C(C(=O)N(C(C)C)C(C)C)C1)C=1C=2N(C=C(C1)C1CN(C1)[C@@H](C(C)C)CCCN1CCNCC1)C(=NC2)C 5-Fluoro-2-(3-methyl-6-{1-[(3R)-2-methyl-6-(piperazin-1-yl)hexan-3-yl]azetidin-3-yl}imidazo[1,5-a]pyridin-8-yl)-N,N-di(isopropyl)benzamide